3-(5-(1-methyl-1H-imidazol-4-yl)-1-oxoisoindolin-2-yl)piperidine-2,6-dione CN1C=NC(=C1)C=1C=C2CN(C(C2=CC1)=O)C1C(NC(CC1)=O)=O